C(#N)CCOCCC#N bis(β-cyanoethyl) ether